N-(1-(4-aminobenzyl)-1H-pyrazol-4-yl)-5-chloro-4-phenylpyrimidin-2-amine NC1=CC=C(CN2N=CC(=C2)NC2=NC=C(C(=N2)C2=CC=CC=C2)Cl)C=C1